N1C=C(C2=CC=CC=C12)CC(=O)N1CCC2(CC1)CCC(CC2)N(C=2C1=C(N=CN2)NC=C1)C 2-(1H-Indol-3-yl)-1-{9-[methyl-(7H-pyrrolo[2,3-d]pyrimidin-4-yl)-amino]-3-aza-spiro[5.5]undec-3-yl}-ethanone